tert-butoxycarbonyl-diphenylalanine C(C)(C)(C)OC(=O)N[C@@H](C(C1=CC=CC=C1)C1=CC=CC=C1)C(=O)O